tert-butyl 4-(4-amino-2-(trifluoromethyl)phenyl)piperazine-1-carboxylate NC1=CC(=C(C=C1)N1CCN(CC1)C(=O)OC(C)(C)C)C(F)(F)F